CC(C(=O)C1=CC=C(C=C1)N1CCOCC1)(C)N(CC)CC 2-methyl-2-diethylamino(4-morpholinophenyl)propane-1-one